3-(4-cyanobenzylidene)-5-(3-pyridyl)-N-methyl-4-piperidone C(#N)C1=CC=C(C=C2CN(CC(C2=O)C=2C=NC=CC2)C)C=C1